N-(4-methylbenzyl)-1,2,4-triazine-3-carboxamide CC1=CC=C(CNC(=O)C=2N=NC=CN2)C=C1